5-[(benzyloxy)methyl]-2',3',5'-tris-O-(tert-butyldimethylsilyl)uridine C(C1=CC=CC=C1)OCC=1C(NC(N([C@H]2[C@H](O[Si](C)(C)C(C)(C)C)[C@H](O[Si](C)(C)C(C)(C)C)[C@@H](CO[Si](C)(C)C(C)(C)C)O2)C1)=O)=O